4,4'-(oxybis(ethane-2,1-diyl))bis(morpholine-2,6-dione) O(CCN1CC(OC(C1)=O)=O)CCN1CC(OC(C1)=O)=O